4-(1,2,3,6-Tetrahydropyridin-4-yl)-5,7,8,9-tetrahydrothiopyrano[3',4':4,5]pyrrolo[2,3-d]pyrimidine N1CCC(=CC1)C=1C2=C(N=CN1)NC1=C2CSCC1